N-((2R,3S)-2-((((1s,4S)-4-(2-hydroxyphenyl)cyclohexyl)oxy)methyl)piperidin-3-yl)methanesulfonamide OC1=C(C=CC=C1)C1CCC(CC1)OC[C@@H]1NCCC[C@@H]1NS(=O)(=O)C